(2S,11aR)-6-(cyclopentyloxy)-7-fluoro-8-methyl-2-((2-oxo-1,2,3,4-tetrahydro-1,6-naphthyridine-7-yl)oxy)-2,3,11,11a-tetrahydro-1H,5H-benzo[f]pyrrolo[2,1-c][1,4]oxazepin-5-one C1(CCCC1)OC1=C(C(=CC2=C1C(N1[C@@H](CO2)C[C@@H](C1)OC1=NC=C2CCC(NC2=C1)=O)=O)C)F